9,9'-(sulfonylbis(4,1-phenylene))bis(9H-carbazole) S(=O)(=O)(C1=CC=C(C=C1)N1C2=CC=CC=C2C=2C=CC=CC12)C1=CC=C(C=C1)N1C2=CC=CC=C2C=2C=CC=CC12